C1(CC1)C=1N=CN(C1)C1CC2(CN(C2)C(=O)C=2C=NC(=C(C2)C)OCC2(CC2)C)C1 [6-(4-Cyclopropylimidazol-1-yl)-2-azaspiro[3.3]heptan-2-yl]-[5-methyl-6-[(1-methylcyclopropyl)methoxy]-3-pyridinyl]methanone